[C-]#N.C(CCCCC)[N+]1=C(C=CC=C1)CCC 1-Hexyl-2-propylpyridinium cyanid